NC=1C(=NC=C(C1)Br)N[C@H](C(=O)OCC)[C@@H](C1=CC=CC=C1)NC(=O)OC(C)(C)C ethyl (2S,3R)-2-[(3-amino-5-bromo-2-pyridyl)amino]-3-(tert-butoxycarbonylamino)3-phenyl-propanoate